racemic-p-toluenesulfinamide CC1=CC=C(C=C1)[S@@](=O)N |r|